[Co+2].[C+4].C(CCCCCCCCCCCCC)(=O)C(N(CCO)C(C[N+](C)(C)C)=O)(CO)C(CCCCCCCCCCCCC)=O di(tetradecanoyl)-N-(alpha-trimethylammonioacetyl)diethanolamine carbon cobalt